6-(4-Ethyl-3-(hydroxymethyl)-5-oxo-4,5-dihydro-1H-1,2,4-triazol-1-yl)-7-fluoro-4-isopropyl-2-(4-methylpyrimidin-5-yl)isoquinolin-1(2H)-one C(C)N1C(=NN(C1=O)C=1C=C2C(=CN(C(C2=CC1F)=O)C=1C(=NC=NC1)C)C(C)C)CO